4-(benzyloxy)-2,6-difluoroaniline C(C1=CC=CC=C1)OC1=CC(=C(N)C(=C1)F)F